BrC1=NN(C(=C1)C(=O)NC1=C(C=C(C=C1C)Br)/C(=C/C(=O)NCC)/F)C1=NC=CC=C1Cl (Z)-3-bromo-N-(4-bromo-2-(3-(ethylamino)-1-fluoro-3-oxoprop-1-en-1-yl)-6-methylphenyl)-1-(3-chloropyridin-2-yl)-1H-pyrazole-5-carboxamide